3-(1-Methoxy-1-methyl-ethyl)piperidine hydrochloride Cl.COC(C)(C)C1CNCCC1